FC=1C=CC2=C(NC(=N2)C2=NNC3=CC=CC(=C23)NS(=O)(=O)C=C)C1 N-(3-(6-fluoro-1H-benzoimidazol-2-yl)-1H-indazol-4-yl)ethenesulfonamide